NCC1CCN(CC1)C1=C(C=C(C(=C1)Cl)Cl)O 2-[4-(aminomethyl)piperidin-1-yl]-4,5-dichlorophenol